C(C1=CC=C(C(=O)[O-])C=C1)(=O)OCCCCC monopentyl terephthalate